F[C@@]1(C[C@H](N(C1)C(CNC(CCCOC1=CC=CC=C1)=O)=O)C(=O)NCC1=CC(=CS1)C(=N)NC(OC(C)(C)C)=O)COC tert-butyl ((5-(((2S,4R)-4-fluoro-4-(methoxymethyl)-1-((4-phenoxybutanoyl)-glycyl)pyrrolidine-2-carboxamido)methyl)thiophen-3-yl)(imino)methyl)carbamate